1-ethyl-3-vinylimidazole arginine salt N[C@@H](CCCNC(N)=N)C(=O)O.C(C)N1CN(C=C1)C=C